CC=1C=C(C(=O)OC2=C(C(=CC(=C2)Br)C=NC=2C=NC=CC2)O)C=CC1 5-bromo-2-hydroxy-3-((pyridin-3-ylimino)-methyl)phenyl 3-meth-ylbenzoate